tert-butyl (R)-2-cyanopyrrolidine-1-carboxylate C(#N)[C@@H]1N(CCC1)C(=O)OC(C)(C)C